(R)-4-(3-(2-cyclohexylethyl)-3-(dimethylamino)piperidin-1-yl)-N-(2,4-dimethoxybenzyl)-2,6-difluoro-N-(pyrimidin-4-yl)benzenesulfonamide C1(CCCCC1)CC[C@@]1(CN(CCC1)C1=CC(=C(C(=C1)F)S(=O)(=O)N(C1=NC=NC=C1)CC1=C(C=C(C=C1)OC)OC)F)N(C)C